C1(=CC=CC=C1)NC(OCCCCCOC(NC1=CC=CC=C1)=O)=O 5-(phenylcarbamoyl-oxy)pentyl N-phenylcarbamate